3-((4-chloro-6-(methylamino)-1,3,5-triazin-2-yl)amino)-4-((2-fluorophenyl)amino)butan-1-ol ClC1=NC(=NC(=N1)NC)NC(CCO)CNC1=C(C=CC=C1)F